6-(1-cyclopropyl-1H-pyrazol-4-yl)-3-(piperidin-4-yl)pyrazolo[1,5-a]pyridine C1(CC1)N1N=CC(=C1)C=1C=CC=2N(C1)N=CC2C2CCNCC2